methyl 5'-amino-2'-fluoro-4'-(4-methylpiperazin-1-yl)-[1,1'-biphenyl]-4-carboxylate NC=1C(=CC(=C(C1)C1=CC=C(C=C1)C(=O)OC)F)N1CCN(CC1)C